3-isopropyl-3-isobutyl-1,5-dioxanone C(C)(C)C1(C(OCOC1)=O)CC(C)C